(1R,3S)-N1-methyl-N1-[2-methyl-6-(2,2,2-trifluoroethyl)thieno[2,3-d]pyrimidin-4-yl]cyclopentane-1,3-diamine Hydrochloride Cl.CN([C@H]1C[C@H](CC1)N)C=1C2=C(N=C(N1)C)SC(=C2)CC(F)(F)F